(R)-3-((6-(p-tolyl)pyridin-3-yl)oxy)quinuclidine C1(=CC=C(C=C1)C1=CC=C(C=N1)O[C@H]1CN2CCC1CC2)C